3-guanidinopropane-1-yl-(arginine) N(C(=N)N)CCCN[C@@H](CCCNC(N)=N)C(=O)O